5-pentyl-1,3-phenylenebis(4-methylbenzenesulfonate) C(CCCC)C=1C=C(C=C(C1)C1=C(C=CC(=C1)C)S(=O)(=O)[O-])C1=C(C=CC(=C1)C)S(=O)(=O)[O-]